8-chloro-N-(2,2-dimethylbenzo[d][1,3]dioxan-5-yl)quinolin-2-amine ClC=1C=CC=C2C=CC(=NC12)NC1=CC=CC=2OC(OCC21)(C)C